N-{1-[(1,4-dioxan-2-yl)methyl]-2-phenyl-1H-indol-5-yl}-N'-[(pyridin-4-yl)methyl]urea O1C(COCC1)CN1C(=CC2=CC(=CC=C12)NC(=O)NCC1=CC=NC=C1)C1=CC=CC=C1